1-chloropent-4-yne ClCCCC#C